CN1C2=C(N(C(C1=O)=O)C1CCN(CC1)CC1=CC=C(C=C1)OC(F)(F)F)N=CC(=C2)C(=O)N 1-methyl-2,3-dioxo-4-(1-(4-(trifluoromethoxy)benzyl)piperidin-4-yl)-1,2,3,4-tetrahydropyrido[2,3-b]pyrazine-7-carboxamide